OC[C@H](C1=CC=CC=C1)NC(=O)[C@@H]1CN(CC[C@H]1NC(=O)C1=NOC(=C1)C1=C(C=C(C=C1)F)F)C1CCCCC1 (3R,4R)-1-Cyclohexyl-4-{[5-(2,4-difluoro-phenyl)-isoxazole-3-carbonyl]-amino}-piperidine-3-carboxylic acid ((S)-2-hydroxy-1-phenyl-ethyl)-amide